(R)-N-(3-(4-fluoropiperidin-1-yl)propyl)-2-(4-(pyrrolidin-2-yl)-3-(trifluoromethyl)phenyl)benzo[d]imidazo[2,1-b]thiazole-7-carboxamide FC1CCN(CC1)CCCNC(=O)C1=CC2=C(N3C(S2)=NC(=C3)C3=CC(=C(C=C3)[C@@H]3NCCC3)C(F)(F)F)C=C1